1-(2-(4-(trifluoromethyl)benzyl)pyridin-4-yl)-1,5,6,7-tetrahydro-4H-pyrazolo[4,3-c]pyridin-4-one FC(C1=CC=C(CC2=NC=CC(=C2)N2N=CC=3C(NCCC32)=O)C=C1)(F)F